ClC=1C=CC(=C2C=CN(C(C12)=O)C)OC1CC2(CN(C2)C(=O)OC(C)(C)C)C1 tert-Butyl 6-[(8-chloro-2-methyl-1-oxo-5-isoquinolyl)oxy]-2-azaspiro[3.3]heptane-2-carboxylate